3-(4-(1-(4-Bromo-2,5-difluorophenyl)piperidin-4-yl)-3-fluorophenyl)piperidine BrC1=CC(=C(C=C1F)N1CCC(CC1)C1=C(C=C(C=C1)C1CNCCC1)F)F